ClC1=NC2=CC(=C(C=C2C(=N1)NCC=1C(NC(=CC1C)C)=O)OC)OC 3-(((2-chloro-6,7-dimethoxyquinazolin-4-yl)amino)methyl)-4,6-dimethylpyridine-2(1H)-one